N-Hydroxysulfo-succinimide ON1C(C(CC1=O)S(=O)(=O)O)=O